(S)-methyl 2-tert-butoxycarbonylamino-3-iodopropionate C(C)(C)(C)OC(=O)N[C@@H](C(=O)OC)CI